1-(4-(3-Fluoro-5-(trifluoromethyl)benzyl)pyridin-2-yl)-1H-pyrazol-3-carboxamid FC=1C=C(CC2=CC(=NC=C2)N2N=C(C=C2)C(=O)N)C=C(C1)C(F)(F)F